2,3-bis(2-fluorophenyl)maleonitrile FC1=C(C=CC=C1)/C(/C#N)=C(/C#N)\C1=C(C=CC=C1)F